4-[(1R,2R)-2-(4-phenyl-1,3-thiazol-2-yl)cyclopropyl]benzenesulfonamide C1(=CC=CC=C1)C=1N=C(SC1)[C@H]1[C@@H](C1)C1=CC=C(C=C1)S(=O)(=O)N